C(C(C)C)OC(=O)C1=CNC=2N=CN=C(C21)N[C@H]2CN([C@H](CC2)C)C(C=C)=O 4-(((3R,6S)-1-propenoyl-6-methylpiperidin-3-yl)amino)-7H-pyrrolo[2,3-d]pyrimidine-5-carboxylic acid isobutyl ester